C(C)(C)(C)OC(=O)N1CCN(CC1)C=1C=C2CN(C(C2=C(C1)OC)=O)C1C(NC(CC1)=O)=O tert-Butyl-4-(2-(2,6-dioxopiperidin-3-yl)-7-methoxy-1-oxoisoindolin-5-yl)piperazine-1-carboxylate